4,7-dibromobenzo[C]-1,2,5-thiadiazole BrC1=CC=C(C2=NSN=C21)Br